ClC1=NC=C2C=C(C(N(C2=C1)C)=O)C=1C=NC=C(C1C)F 7-chloro-3-(5-fluoro-4-methylpyridin-3-yl)-1-methyl-1,6-naphthyridin-2(1H)-one